OC1=CC=C(C=C1)C=1C=C(C(NC1C(F)(F)F)=O)C(=O)N 5-(4-hydroxyphenyl)-2-oxo-6-(trifluoromethyl)-1,2-dihydropyridine-3-carboxamide